6-fluoro-3-(8-(((2S,5R)-5-isopropyl-3,6-dimethoxy-2,5-dihydropyrazin-2-yl)methyl)isochroman-5-yl)-1,4-dimethylquinolin-2(1H)-one FC=1C=C2C(=C(C(N(C2=CC1)C)=O)C1=C2CCOCC2=C(C=C1)C[C@@H]1N=C([C@H](N=C1OC)C(C)C)OC)C